(E)-3-(ethyl(methyl)amino)-N-((1,2,3,5,6,7-hexahydro-s-indacen-4-yl)carbamoyl)-3-methylbut-1-ene-1-sulfonamide C(C)N(C(/C=C/S(=O)(=O)NC(NC1=C2CCCC2=CC=2CCCC12)=O)(C)C)C